ClC=1C(=C(C=CC1)NC=1C(=NN2C1C(NC[C@H]2C)=O)C2=CC=NC1=CC(=C(C=C21)OC)OC)OC (7R)-3-[(3-chloro-2-methoxyphenyl)amino]-2-(6,7-dimethoxyquinolin-4-yl)-7-methyl-5H,6H,7H-pyrazolo[1,5-a]pyrazin-4-one